NC=1N2C(C=3N(C(N(C3N1)CCN1CCN(CC1)C1=CC=C(C=C1)OCCOC)=O)C)=NC(=N2)C2=CC=NS2 5-Amino-8-isothiazol-5-yl-3-(2-{4-[4-(2-methoxy-ethoxy)-phenyl]-piperazin-1-yl}-ethyl)-1-methyl-1,3-dihydro-[1,2,4]triazolo[5,1-i]purin-2-one